FC1(CN(CC[C@H]1NC1=NN2C(C(=N1)OC)=C(C=C2)C=2C=CC1=C(N(C(=N1)C)CC(F)F)C2)C2COC2)F (R)-N-(3,3-Difluoro-1-(oxetan-3-yl)piperidin-4-yl)-5-(1-(2,2-difluoroethyl)-2-methyl-1H-benzo[d]imidazol-6-yl)-4-methoxypyrrolo[2,1-f][1,2,4]triazin-2-amine